2-(2-chloro-4-fluorophenoxy)-1-(2-fluoro-4-(5-(trifluoromethyl)-1,2,4-oxadiazol-3-yl)phenyl)ethan-1-one ClC1=C(OCC(=O)C2=C(C=C(C=C2)C2=NOC(=N2)C(F)(F)F)F)C=CC(=C1)F